NC=1C(=CC(=C(C(=O)N[C@H](C)CC)C1)C)F (R)-5-amino-N-(sec-butyl)-4-fluoro-2-methylbenzamide